tert-butyl 4-[7-[(8-fluoro-2-methyl-imidazo[1,2-a]pyridin-6-yl)carbamoyl]-6-methoxy-2-methyl-indazol-4-yl]piperazine-1-carboxylate FC=1C=2N(C=C(C1)NC(=O)C1=C(C=C(C3=CN(N=C13)C)N1CCN(CC1)C(=O)OC(C)(C)C)OC)C=C(N2)C